[Ir]([3H])([3H])[3H] iridium tritide